C[C@@H]1O[C@@H](CN(C1)CC(=O)NC1=CC=2CC3=CC=CC(=C3SC2C=C1)C=1OC(=CC(C1)=O)N1CCOCC1)C 2-((2s,6r)-2,6-dimethylmorpholino)-N-(5-(6-morpholino-4-oxo-4H-pyran-2-yl)-9H-thioxanthen-2-yl)-acetamide